C[Si](OCCCCC)(OCCCCC)C(C1=CC=CC=C1)O methyl-(hydroxybenzyl)dipentoxysilane